methyl (5s,8s)-4-oxa-1-azabicyclo[3.2.1]octane-8-carboxylate N12CCO[C@@H](CC1)[C@H]2C(=O)OC